BrC1=C2C=C(NC2=CC=C1)C(=O)NC 4-bromo-N-methyl-1H-indole-2-carboxamide